C[C@@H]1N(C[C@H](NC1)C)C=1SC2=C(N1)C=CC(=C2)C#N 2-[(2S,5R)-2,5-dimethylpiperazin-1-yl]-1,3-benzothiazole-6-carbonitrile